7-(6-chloro-3-pyridyl)-2-methyl-2-azabicyclo[2.2.2]oct-5-ene ClC1=CC=C(C=N1)C1C2N(CC(C=C2)C1)C